(1S,2S)-N-(6-(5-chloro-7-cyclopropoxy-6-fluoro-1H-indazol-4-yl)imidazo[1,2-a]pyridin-2-yl)-2-fluorocyclopropane-1-carboxamide ClC=1C(=C2C=NNC2=C(C1F)OC1CC1)C=1C=CC=2N(C1)C=C(N2)NC(=O)[C@H]2[C@H](C2)F